C1=CC=C2C(=C1)C=CC(=C2C=O)O The molecule is a member of the class of naphthaldehydes that is naphthalene-1-carbaldehyde substituted by a hydroxy group at position 2. Active core of sirtinol (CHEBI:73158). It is a member of naphthaldehydes and a member of naphthols.